FC=1C=C(C=C(C1)F)NC1=C(C(=O)NC2=CC(=NN2C)C(F)(F)F)C=CC=C1 2-((3,5-difluorophenyl)amino)-N-(1-methyl-3-(trifluoromethyl)-1H-pyrazol-5-yl)benzamide